ClC=1C=C(C=CC1C=1N(C2=NC=NC(=C2N1)OC1(CC1)C)CC1=C(C=CC=C1)C#N)CC(=O)N 2-(3-chloro-4-(9-(2-cyanobenzyl)-6-(1-methylcyclopropoxy)-9H-purin-8-yl)phenyl)acetamide